C(C)(C)(C)OC(=O)N1CC2(C1)CC(C2)OC(=O)N[C@H](C(=O)N[C@H](C(S(=O)(=O)[O-])O)C[C@@H]2C(NCC2)=O)CC(C)C.[Na+] Sodium (2S)-2-((S)-2-((((2-(tert-butoxycarbonyl)-2-azaspiro[3.3]heptan-6-yl)oxy) carbonyl)amino)-4-methylpentanamido)-1-hydroxy-3-((R)-2-oxopyrrolidin-3-yl)propane-1-sulfonate